C(CC1=CC=CC=C1)NC(\C=C/C1=CC=CC=C1)=O (Z)-N-phenethyl-3-phenylacrylamide